C1(CCC1)C(C=1C(OC2=C(C(=CC=C2C1O)O)O)=O)C=1C(OC2=C(C(=CC=C2C1O)O)O)=O 3-[cyclobutyl-(4,7,8-trihydroxy-2-oxochromen-3-yl)methyl]-4,7,8-trihydroxy-2H-chromen-2-one